4-[(3-{4-[(3S,4R)-3-fluoro-1-methyl-4-piperidylamino]-1-(cyclopropylmethyl)-2-indolyl}-2-propynyl)(tert-butyl)(oxycarbonylamino)]-2-fluoro-5-anisic acid F[C@H]1CN(CC[C@H]1NC1=C2C=C(N(C2=CC=C1)CC1CC1)C#CCN(C1=CC(=C(C(=O)O)C=C1OC)F)C(=O)OC(C)(C)C)C